C1(CC1)C(CNC=1N=CC2=C(N1)NC=C2C2=CC=1N(C=C2)N=CC1C(=O)N[C@@H](C(F)(F)F)C)(F)F (R)-5-(2-((2-cyclopropyl-2,2-difluoroethyl)amino)-7H-pyrrolo[2,3-d]pyrimidin-5-yl)-N-(1,1,1-trifluoropropan-2-yl)pyrazolo[1,5-a]pyridine-3-carboxamide